ethyl piperidin-4-ylcarbamate N1CCC(CC1)NC(OCC)=O